C[C@@H]1CN(C[C@@H](N1)C)C1=CC=CC(=N1)CNC=1C2=C(N=CC1)NC=C2C=2C=NN(C2)C N-((6-((3R,5S)-3,5-dimethylpiperazin-1-yl)pyridin-2-yl)methyl)-3-(1-methyl-1H-pyrazol-4-yl)-1H-pyrrolo[2,3-b]pyridin-4-amine